xylyl-trinitroethoxysilane C1(=C(C(=CC=C1)C)C)[SiH2]OCC([N+](=O)[O-])([N+](=O)[O-])[N+](=O)[O-]